C1(CCCCC1)CN1[C@@H](C[C@@H](CC1)CC1=CC=2N(C=C1)N=CC2N2C(NC(CC2)=O)=O)C 1-(5-(((2R,4R)-1-(cyclohexylmethyl)-2-methylpiperidin-4-yl)methyl)pyrazolo[1,5-a]pyridin-3-yl)dihydropyrimidine-2,4(1H,3H)-dione